COC1CNCC(C1)C=1C=NNC1 3-methoxy-5-(1H-pyrazol-4-yl)piperidine